P(OC1=CC=CC=C1)(OC1=CC=CC=C1)OCCCCCCCC(C)C Diphenyl isodecyl phosphite